6-(4-(methoxycarbonyl)phenyl)-3,6-dihydro-[4,4'-bipyridine]-1(2H)-carboxylic acid benzyl ester C(C1=CC=CC=C1)OC(=O)N1CCC(=CC1C1=CC=C(C=C1)C(=O)OC)C1=CC=NC=C1